(S)-(2-(2-(3-((tert-butoxycarbonyl)amino)pyrrolidin-1-yl)ethoxy)ethyl)benzyl carbamate C(N)(O[C@H](C1=CC=CC=C1)CCOCCN1CC(CC1)NC(=O)OC(C)(C)C)=O